3-(2-methyl-6-oxo-1,6-dihydropyridin-3-yl)-1-(4-methylthiazol-5-yl)-6-(trifluoromethyl)-2,3-dihydroquinazolin-4(1H)-one CC=1NC(C=CC1N1CN(C2=CC=C(C=C2C1=O)C(F)(F)F)C1=C(N=CS1)C)=O